[3-[3-cyclopropyl-4-(trifluoromethyl)phenoxy]azetidin-1-yl]-[6-[6-(trifluoromethyl)-3-pyridinyl]-2-azaspiro[3.3]heptan-2-yl]methanone C1(CC1)C=1C=C(OC2CN(C2)C(=O)N2CC3(C2)CC(C3)C=3C=NC(=CC3)C(F)(F)F)C=CC1C(F)(F)F